tert-butyl 4,4-difluoro-3-(5-formyl-6-oxo-1,6-dihydropyridin-3-yl)piperidine-1-carboxylate FC1(C(CN(CC1)C(=O)OC(C)(C)C)C1=CNC(C(=C1)C=O)=O)F